COC=1C=C(C=CC1OC=1SC2=C(N1)C(=CC=C2)SC)CCC(CC)(O)C(F)(F)F 1-{3-methoxy-4-[(4-methylsulfanyl-1,3-benzothiazol-2-yl)oxy]phenyl}-3-(trifluoromethyl)pentan-3-ol